C1(CCCCC1)C=1CCCC2=C(C1C1=CC=C(C=C1)N1CCC(CC1)C(OC)OC)C=CC(=C2)C(=O)OC methyl 8-cyclohexyl-9-(4-(4-(dimethoxymethyl)piperidin-1-yl)phenyl)-6,7-dihydro-5H-benzo[7]annulene-3-carboxylate